(R or S)-5-(2-(3-((difluoro-methoxy)methyl)-3-(2-(thiophen-2-yl)ethyl)pyrrolidin-1-yl)propan-2-yl)-2-methylpyridine FC(OC[C@]1(CN(CC1)C(C)(C)C=1C=CC(=NC1)C)CCC=1SC=CC1)F |o1:4|